P(=O)(=O)S=P(O)(O)O.C(CCCCC(C)C)OC(C=C)=O.C(C=C)(=O)O Acrylic acid isooctyl-acrylate phospho-phosphorothioate